ClC1=NC=CC(=N1)NC1=CC(=NO1)C1=CC=C(C=C1)CC N-(2-Chloropyrimidin-4-yl)-3-(4-ethylphenyl)isoxazol-5-amine